OC(=O)C(F)(F)F.FC=1C=C(C=NC1C)[C@H]1NOCC1 (3S)-3-(5-Fluoro-6-methyl-3-pyridyl)isoxazolidine TFA Salt